S(=O)(=O)([O-])[O-].[Co+2].O water cobalt sulfate